CC=1SC(=CC1)C1=CC=CC=C1 2-methyl-5-phenyl-thiophene